CN(C1CC(C1)C(=O)O)C 3-(dimethylamino)cyclobutane-1-carboxylic acid